N-(tert-butoxycarbonyl)-O-benzylthreonine C(C)(C)(C)OC(=O)N[C@@H]([C@H](OCC1=CC=CC=C1)C)C(=O)O